C(C1=CC=CC=C1)N1C(C(C2=CC=C(C=C12)C(F)(F)F)(F)Br)=O 1-benzyl-3-bromo-3-fluoro-6-(trifluoromethyl)indolin-2-one